2,5-bis(4-isopropylphenyl)terephthalic acid C(C)(C)C1=CC=C(C=C1)C1=C(C(=O)O)C=C(C(=C1)C(=O)O)C1=CC=C(C=C1)C(C)C